N1-(3-methoxyphenyl)-N2-((S)-4-methyl-1-oxo-1-(((S)-3-oxo-1-((S)-2-oxopyrrolidin-3-yl)-4-(trifluoromethoxy)butan-2-yl)amino)pentan-2-yl)oxalamide COC=1C=C(C=CC1)NC(C(=O)N[C@H](C(N[C@@H](C[C@H]1C(NCC1)=O)C(COC(F)(F)F)=O)=O)CC(C)C)=O